(R)-(-)-2-aminobutyrate N[C@@H](C(=O)[O-])CC